C(C)(C)(C)OC1=NC=C(C(=C1)C)[N+](=O)[O-] 2-tert-butoxy-4-methyl-5-nitro-pyridine